4-((((5-((4-(3-((2-((1S)-1-((tetrahydro-2H-pyran-2-yl)oxy)ethyl)-1H-imidazol-1-yl)methyl)isoxazol-5-yl)phenyl)ethynyl)pyridin-2-yl)methyl)amino)methyl)pyrrolidin-2-one O1C(CCCC1)O[C@@H](C)C=1N(C=CN1)CC1=NOC(=C1)C1=CC=C(C=C1)C#CC=1C=CC(=NC1)CNCC1CC(NC1)=O